bromopyrimidin-5-ol BrC1=NC=C(C=N1)O